FC1(CC(CC1)C(=O)N1[C@H](CN(CC1)CC1=C(C(=CC(=C1)C)NC=1OC(=NN1)[C@@H](C)O)C)C)F (3,3-difluorocyclopentyl)-[(2S)-4-[[3-[[5-[(1R)-1-hydroxyethyl]-1,3,4-oxadiazol-2-yl]amino]-2,5-dimethyl-phenyl]methyl]-2-methyl-piperazin-1-yl]methanone